COC(CN(C)C)OC 2,2-dimethoxy-N,N-dimethylethylamine